(2-Chloro-3-(4-(2-((1-(methylsulfonyl)piperidin-4-yl)amino)-5-(trifluoromethyl)pyrimidin-4-yl)-1H-imidazol-1-yl)phenyl)methanol ClC1=C(C=CC=C1N1C=NC(=C1)C1=NC(=NC=C1C(F)(F)F)NC1CCN(CC1)S(=O)(=O)C)CO